C1CN(C[C@H]2N1C1=C(OC2)N=C(C=C1)C(=O)OC)C(=O)OCC1=CC=CC=C1 3-benzyl 8-methyl (R)-1,2,4a,5-tetrahydropyrazino[1,2-d]pyrido[2,3-b][1,4]oxazine-3,8(4H)-dicarboxylate